COC1O[C@@H]([C@H]2OC(O[C@H]21)(C)C)C=O (3aR,6S,6aR)-4-methoxy-2,2-dimethyl-3a,4,6,6a-tetrahydrofuro[3,4-d][1,3]-dioxole-6-carbaldehyde